Methyl 3,5-difluoro-4-nitro-benzoate FC=1C=C(C(=O)OC)C=C(C1[N+](=O)[O-])F